6-(3-fluoro-3-phenylazetidin-1-yl)quinoline-4-carboxylic acid FC1(CN(C1)C=1C=C2C(=CC=NC2=CC1)C(=O)O)C1=CC=CC=C1